4-((2R,3S,4S,5R)-3-(3,4-difluoro-2-(methoxy-d3)phenyl)-4,5-dimethyl-5-(trifluoromethyl)pyrrolidine-2-carboxamido)picolinamide FC=1C(=C(C=CC1F)[C@H]1[C@@H](N[C@]([C@H]1C)(C(F)(F)F)C)C(=O)NC1=CC(=NC=C1)C(=O)N)OC([2H])([2H])[2H]